C(C1=CC=CC=C1)(=O)O[C@H]1[C@@H](O[C@H]([C@@H](C1)O[Si](C1=CC=CC=C1)(C1=CC=CC=C1)C(C)(C)C)C)O[C@H](C)CCC(CO)O (2R,3R,5R,6S)-5-((tert-butyldiphenylsilyl)oxy)-2-(((2R)-5,6-dihydroxyhexan-2-yl)oxy)-6-methyltetrahydro-2H-pyran-3-yl benzoate